C1CC2(C3=NC4=C(C(=C31)NC(=O)N3N=C(C=C3)S(=O)(N)=N)CCC4)CC2 ((1',5',6',7'-tetrahydro-2'H-spiro[cyclopropane-1,3'-dicyclopenta[b,e]pyridin]-8'-yl)carbamoyl)-1H-pyrazole-3-sulfonimidamide